C(C)(C)(C)OC(=O)N1[C@@H](COCC1)C=1C=C(C=C2CCN(CC12)C(C(C)(C)O)=O)C=1C=C2C(=NC1)NC=C2C(C)C (R)-3-(2-(2-Hydroxy-2-methylpropionyl)-6-(3-isopropyl-1H-pyrrolo[2,3-b]pyridin-5-yl)-1,2,3,4-tetrahydroisoquinolin-8-yl)morpholine-4-carboxylic acid tert-butyl ester